ClC1=CC=C(C=C1)C(N1[C@@H](CN(CC1)C1=CC(N(C=2C=CC(=NC12)C#N)C)=O)C)C1=CC=C(C=C1)Cl (R)-8-(4-(bis(4-chlorophenyl)methyl)-3-methylpiperazin-1-yl)-5-methyl-6-oxo-5,6-dihydro-1,5-naphthyridine-2-carbonitrile